methyl (R)-2-((tert-butoxycarbonyl)(methyl)amino)-2-cyclopentylacetate C(C)(C)(C)OC(=O)N([C@@H](C(=O)OC)C1CCCC1)C